C(C)OC=1C=C(C=NC1)C1=C(C=C(C=C1)CN1CCN(CC1)C1=CC=C(C(=O)NC2=CC=C(C=C2)OC)C=C1)C 4-[4-[[4-(5-Ethoxypyridin-3-yl)-3-methylphenyl]methyl]piperazin-1-yl]-N-(4-methoxyphenyl)benzamide